3-(5-((2-(((1-isopropyl-1H-pyrazol-4-yl)methyl)amino)cyclohexyl)oxy)-1-oxoisoindolin-2-yl)piperidine-2,6-dione C(C)(C)N1N=CC(=C1)CNC1C(CCCC1)OC=1C=C2CN(C(C2=CC1)=O)C1C(NC(CC1)=O)=O